2-(4-(5-chloro-2-(4-chloro-1H-1,2,3-triazol-1-yl)phenyl)-2,5-dioxapiperazin-1-yl)-3-(3-fluorophenyl)propionic acid ClC=1C=CC(=C(C1)N1CON(CO1)C(C(=O)O)CC1=CC(=CC=C1)F)N1N=NC(=C1)Cl